N1C=C(C2=CC=CC=C12)CN(CCCC)C N-((1H-indol-3-yl)methyl)-N-methylbutan-1-amine